2-(bromomethyl)-1-(4-(5-chloro-7-fluoro-6-(3-hydroxynaphthalen-1-yl)benzo[c]Isothiazol-3-yl)piperazin-1-yl)prop-2-en-1-one BrCC(C(=O)N1CCN(CC1)C1=C2C(=NS1)C(=C(C(=C2)Cl)C2=CC(=CC1=CC=CC=C21)O)F)=C